COCC(COC)C 1,3-dimethoxy-2-methyl-propane